ClC=1C(N(C(=CC1OC([2H])([2H])C1=NC=C(C=C1F)F)C)C1=CC(=NC=C1C)N1N=C(C(=C1)F)C(C)(C)NC(=O)C1CC1)=C=O N-(2-(1-(3-chloro-4-((3,5-difluoropyridin-2-yl)methoxy-d2)-5',6-dimethyl-2-carbonyl-2H-[1,4'-bipyridin]-2'-yl)-4-fluoro-1H-pyrazol-3-yl)propan-2-yl)cyclopropanecarboxamide